(6S,8R)-6-(4-bromo-2,6-difluorophenyl)-8-methyl-7-(2,2,2-trifluoroethyl)-6,7,8,9-tetrahydro-3H-pyrazolo[4,3-f]isoquinoline BrC1=CC(=C(C(=C1)F)[C@H]1N([C@@H](CC2=C3C(=CC=C12)NN=C3)C)CC(F)(F)F)F